1,1,1,3,3,3-hexafluoropropan-2-yl 1-(2-((1,1-dioxotetrahydro-2H-thiopyran-4-yl) oxy)-4-(trifluoromethyl) benzyl)-1,8-diazaspiro[4.5]decane-8-carboxylate O=S1(CCC(CC1)OC1=C(CN2CCCC23CCN(CC3)C(=O)OC(C(F)(F)F)C(F)(F)F)C=CC(=C1)C(F)(F)F)=O